NC1=C(C=2C(=NC=C(C2S1)F)C=1C2=C(C=3C=NC(=NC3C1F)N1C[C@@H](CC1)N1CC(C1)C(C)(C)O)COC2)C#N 2-Amino-7-fluoro-4-(5-fluoro-3-((R)-3-(3-(2-hydroxypropan-2-yl)azetidin-1-yl)pyrrolidin-1-yl)-7,9-dihydrofuro[3,4-f]quinazolin-6-yl)thieno[3,2-c]pyridine-3-carbonitrile